Methyl (S)-1-(4-fluoropyridin-2-yl)pyrrolidine-3-carboxylate FC1=CC(=NC=C1)N1C[C@H](CC1)C(=O)OC